5-(1-amino-2-methoxyethyl)pyridin-3-amine hydrochloride Cl.NC(COC)C=1C=C(C=NC1)N